C12C(CCC(C(CC1)=O)C2)=O racemic-bicyclo[3.3.1]nonane-2,6-dione